4-(2-azaspiro[3.3]-heptan-6-ylmethyl)-3-fluoro-benzonitrile C1NCC12CC(C2)CC2=C(C=C(C#N)C=C2)F